BrC1=CC=C2[C@@](NC(N(C2=C1)CC1=CC=C(C=C1)OC)=O)(C(F)(F)F)C#CC1CC1 (R)-7-bromo-4-(cyclopropylethynyl)-1-(4-methoxybenzyl)-4-(trifluoromethyl)-3,4-dihydroquinazolin-2(1H)-one